tert-butyl 4-(7-fluoro-5-(2-methyl-2H-pyrazolo[4,3-b]pyridin-5-yl)-2H-indazol-2-yl)piperidine-1-carboxylate FC1=CC(=CC2=CN(N=C12)C1CCN(CC1)C(=O)OC(C)(C)C)C=1C=CC=2C(N1)=CN(N2)C